C(#N)N1C[C@]2(CC2C1)NC(=O)C=1SC(=CN1)C1=C(C=NC=C1)OC1=CC=C(C=C1)F N-((1R)-3-Cyano-3-azabicyclo[3.1.0]hexan-1-yl)-5-(3-(4-fluorophenoxy)pyridin-4-yl)thiazol-2-carboxamid